CC1=CC=C(C=CS(=O)(=O)[O-])C=C1.[Li+] lithium p-methylstyrenesulfonate